C(C1=CC=CC=C1)(=O)SCCSC(C1=CC=CC=C1)=O 1,2-bis(benzoylthio)ethane